bis[1-(2-hydroxyethyl)-2,2,6,6-tetramethylpiperidin-4-yl] oxalate C(C(=O)OC1CC(N(C(C1)(C)C)CCO)(C)C)(=O)OC1CC(N(C(C1)(C)C)CCO)(C)C